(S)-N-((7-fluoroquinoxalin-6-yl)methyl)-5-methoxy-4-(3-methylpiperazin-1-yl)pyridin-3-amine FC1=C(C=C2N=CC=NC2=C1)CNC=1C=NC=C(C1N1C[C@@H](NCC1)C)OC